Cis-5-(cyclopropylmethyl)-7-fluoro-N-methoxy-N-methyl-6,7-dihydro-5H-pyrrolo[1,2-b][1,2,4]triazole-2-carboxamide C1(CC1)C[C@@H]1C[C@@H](C=2N1N=C(N2)C(=O)N(C)OC)F